CCCCS(=O)N 3-methylpropanesulfinamide